FC1=C(C(=CC(=C1)C#CC=1C=NC=CC1)F)NS(=O)(=O)C1=C(C(=CC(=C1)C)F)C N-[2,6-difluoro-4-[2-(3-pyridyl)ethynyl]phenyl]-3-fluoro-2,5-dimethyl-benzenesulfonamide